1-octyl-3-methylimidazol C(CCCCCCC)N1CN(C=C1)C